C(CCC)OC=1C=CC2=C(OC3=C2C=CC(=C3F)OCC3OCCCC3)C1F 3-butoxy-4,6-difluoro-7-((tetrahydro-2H-pyran-2-yl)methoxy)dibenzofuran